ClC1=C(C=C(OC2=C(C=C(COC3=NC(N4C(N5[C@@]6(CO[C@H](C5)C6)C4)=C3)=O)C=C2F)F)C=C1)C(F)(F)F (3S,11aR)-7-((4-(4-chloro-3-(trifluoromethyl)phenoxy)-3,5-difluorobenzyl)oxy)-3,4-dihydro-1H,9H,11H-3,11a-methanopyrimido[6',1':2,3]imidazo[5,1-c][1,4]oxazin-9-one